CN(C1=CC=C(C=C1)C#CC#CC1=CC=C(C(=O)O)C=C1)C 4-((4-(dimethylamino)phenyl)buta-1,3-diyn-1-yl)benzoic acid